(3-(2-(2-Aminoethoxy)ethoxy)propionylamino)-N-(5-methyl-4-(trifluoromethyl)thiazol-2-yl)benzamide NCCOCCOCCC(=O)NC1=C(C(=O)NC=2SC(=C(N2)C(F)(F)F)C)C=CC=C1